Cl.COC=1C=C(C(=O)N2CCNCC2)C=CC1[N+](=O)[O-] 1-(3-methoxy-4-nitrobenzoyl)piperazine hydrochloride